C(C=C)O[C@@H]1C[C@H](N(CC1)C(=O)OC(C)(C)C)C1=CC=C(C2=CC=C(C=C12)OCCC=C)C(=O)O 4-((2S,4S)-4-(allyloxy)-1-(tert-butoxycarbonyl)piperidin-2-yl)-6-(but-3-en-1-yloxy)-1-naphthoic acid